C(C)OC(=O)C1(CC(C2=C1C=NC=1N2N=C(C1)Cl)(C)C)O 2-chloro-6-hydroxy-8,8-dimethyl-7,8-dihydro-6H-cyclopenta[e]Pyrazolo[1,5-a]Pyrimidine-6-carboxylic acid ethyl ester